O=C1NC(CCC1N1C(C2=CC=C(C=C2C1)C1=CCN(CC1)C(=O)OC(C)(C)C)=O)=O tert-butyl 4-(2-(2,6-dioxopiperidin-3-yl)-1-oxoisoindol-5-yl)-5,6-dihydropyridin-1(2H)-carboxylate